COC=1C(=CC=2C(=C3C(=NC2C1)CCC3)NC3CCN(CC3)CCO)OC 2-[4-({6,7-dimethoxy-1H,2H,3H-cyclopenta[b]quinolin-9-yl}amino)piperidin-1-yl]ethan-1-ol